6-(4-(difluoromethoxy)phenyl)-2-((5-methyl-1,3,4-oxadiazol-2-yl)methyl)pyridazin-3(2H)-one FC(OC1=CC=C(C=C1)C=1C=CC(N(N1)CC=1OC(=NN1)C)=O)F